O1C=NC=C1C(C)=O (oxazol-5-yl)ethanone